C(CCCCCC)(C1CCC(O1)C)C1CCC(O1)C 5,5'-(Heptane-1,1-diyl)bis(2-methyltetrahydrofuran)